FC1=CC=C(CCN=C=C(C(=O)[O-])C2=CC=CC=C2)C=C1 3-((4-Fluorophenethyl) imino)-2-phenylacrylate